C(C)OC(C(C1=C2N(C=N1)C[C@H](C2)F)N2N=C1C(=C(C=C(C1=C2)Cl)C2=CC=C(C=C2)[C@@H]2[C@H](CN(CC2)CC)F)Cl)=O 2-(4,7-dichloro-6-(4-((3R,4R)-1-ethyl-3-fluoropiperidin-4-yl)phenyl)-2H-indazol-2-yl)-2-((S)-6-fluoro-6,7-dihydro-5H-Pyrrolo[1,2-c]Imidazol-1-yl)acetic acid ethyl ester